2-(4-(tert-butyl)phenoxy)-N-(2-(4-(tert-butyl)phenoxy)ethyl)-N-methylethan-1-amine C(C)(C)(C)C1=CC=C(OCCN(C)CCOC2=CC=C(C=C2)C(C)(C)C)C=C1